COC1=CC=C2C=NC=NC2=C1 7-methoxyquinazolin